ClC1=C2C(C=NN1C)=CN(C=C2)C2(CNCC2)C(F)(F)F chloro-2-methyl-6-(3-(trifluoromethyl)pyrrolidin-3-yl)-2,6-dihydropyrido[3,4-d]Pyridazine